C6-Cis-Aminocarboxylic Acid NC(=O)O